NC1=NC=2C=CC(=CC2C2=C1[C@H](OC2)C)C(=O)N(CC2=NC=C(C=C2)C(F)(F)F)[C@H]2[C@@H](C2)OCC (3R)-4-amino-N-((1R,2R)-2-ethoxycyclopropyl)-3-methyl-N-((5-(trifluoromethyl)-2-pyridinyl)methyl)-1,3-dihydrofuro[3,4-c]quinoline-8-carboxamide